C(C)S(=O)(=O)C=1C(=NC=C(C1)C(F)(F)F)C1=NC=2C(=NC=C(C2)C(F)(F)F)N1C 2-[3-ethylsulfonyl-5-(trifluoromethyl)-2-pyridinyl]-3-methyl-6-(trifluoromethyl)imidazo[4,5-b]pyridine